ClC=1C=C(C=C2C(C=C(OC12)C1=CC=C(OCCOC2CC(C2)C(=O)O)C=C1)=O)F 3-[2-[4-(8-chloro-6-fluoro-4-oxo-chromen-2-yl)phenoxy]ethoxy]cyclobutanecarboxylic acid